ClC1=CC(=C(C=C1)C1(OC2=C(O1)C=CC=C2C2CCN(CC2)CC2=NC1=C(N2CC2=NC=CC=C2)C=C(C=C1)C(=O)O)C)F 2-({4-[2-(4-chloro-2-fluorophenyl)-2-methyl-1,3-benzodioxol-4-yl]piperidin-1-yl}methyl)-1-(pyridin-2-ylmethyl)-1H-benzimidazole-6-carboxylic acid